(R)-3-Hydroxy-1-methyl-3-(1-(6-(2-(pyrazolo[1,5-a]pyridin-3-ylamino)pyrimidin-4-yl)pyridin-2-yl)-1H-1,2,3-triazol-4-yl)pyrrolidin-2-one O[C@@]1(C(N(CC1)C)=O)C=1N=NN(C1)C1=NC(=CC=C1)C1=NC(=NC=C1)NC=1C=NN2C1C=CC=C2